1-((2S,4S)-4-((1-isopropyl-6-((5-methylthiazol-2-yl)amino)-1H-pyrrolo[3,2-c]pyridin-4-yl)oxy)-2-methylpyrrolidin-1-yl)prop-2-en-1-one C(C)(C)N1C=CC=2C(=NC(=CC21)NC=2SC(=CN2)C)O[C@H]2C[C@@H](N(C2)C(C=C)=O)C